(R)-6-chloro-3-((1-(2-(isoindolin-2-yl)-3,7-dimethyl-4-oxo-4H-pyrido[1,2-a]pyrimidin-9-yl)ethyl)amino)picolinic acid ClC1=CC=C(C(=N1)C(=O)O)N[C@H](C)C1=CC(=CN2C1=NC(=C(C2=O)C)N2CC1=CC=CC=C1C2)C